N=C(CCNC(=O)C=1N(C=C(C1)NC(=O)C=1N(C=C(C1)NC(C1=CC=C(C=C1)\C=C\C=1C=NC2=CC=CC=C2C1)=O)C)C)NCCC1CCOCC1 (E)-N-(3-imino-3-((2-(tetrahydro-2H-pyran-4-yl)ethyl)amino)propyl)-1-methyl-4-(1-methyl-4-(4-(2-(quinolin-3-yl)vinyl)benzamido)-1H-pyrrole-2-carboxamido)-1H-pyrrole-2-carboxamide